NC1=NC(=NC(=N1)N)CCN1C(=NC=C1)C 2,4-diamino-6-[2-(2-methyl-1-imidazolyl)ethyl]-1,3,5-triazine